methyl 2-((5-(4-chlorophenyl)pentyl)sulfonamido)-5-formylbenzoate ClC1=CC=C(C=C1)CCCCCS(=O)(=O)NC1=C(C(=O)OC)C=C(C=C1)C=O